methoxymethyl-butane tert-butyl-4-[3-[2-(cyclopropoxy)-5-fluoro-3-pyridyl]-6-fluoro-pyrazolo[1,5-a]pyrimidin-5-yl]piperazine-1-carboxylate C(C)(C)(C)OC(=O)N1CCN(CC1)C1=NC=2N(C=C1F)N=CC2C=2C(=NC=C(C2)F)OC2CC2.COCCCCC